pyrene-1,6-diol C1(=CC=C2C=CC=3C(=CC=C4C=CC1=C2C34)O)O